5-amino-N1,N3-bis(2,3-dihydroxypropyl)-N1-Methyl-isophthalamide NC=1C=C(C=C(C(=O)N(C)CC(CO)O)C1)C(=O)NCC(CO)O